NC1CCN(CC1)CC1=C2C=C(NC2=CC=C1O)C(=O)C=1OC2=C(C1)C=C(C=C2)NC(=O)NC2=NOC(=C2)C(C)(C)C 1-(2-(4-((4-aminopiperidin-1-yl)methyl)-5-hydroxy-1H-indole-2-carbonyl)benzofuran-5-yl)-3-(5-(tert-butyl)isoxazol-3-yl)urea